tris-n-butyl-phosphine C(CCC)P(CCCC)CCCC